C(C=C)C1=CC=C(C=C1)O para-allyl-phenol